sodium 7-ethoxy-7-oxoheptane-1-sulfonate C(C)OC(CCCCCCS(=O)(=O)[O-])=O.[Na+]